tert-butyl N-[4-[(5-allyloxy-4-methyl-3-pyridyl)methyl]-3-fluoro-2-pyridyl]-N-tert-butoxycarbonyl-carbamate C(C=C)OC=1C(=C(C=NC1)CC1=C(C(=NC=C1)N(C(OC(C)(C)C)=O)C(=O)OC(C)(C)C)F)C